zirconium dihydroxyterephthalate OC=1C(=C(C(=O)[O-])C=CC1C(=O)[O-])O.[Zr+4].OC=1C(=C(C(=O)[O-])C=CC1C(=O)[O-])O